6,7-difluoro-11-[[(2-methoxy-4-pyridinyl)methyl-[(3S)-3-piperidinyl]amino]methyl]-2-methyl-4-oxa-1-azatricyclo[7.3.1.05,13]tridec-an-5(13),6,8,11-tetraen-10-one FC=1C=2OCC(N3C=C(C(C(=CC1F)C32)=O)CN([C@@H]3CNCCC3)CC3=CC(=NC=C3)OC)C